NC[C@@]1([C@H](O)[C@H](O)[C@@H](CO)O1)N1C(=S)NC(=O)C=C1 aminomethyl-2-thiouridine